C12CN(CC(CC1)N2)C2=C(C=C(CCNC(=O)C1=C(C=3C(=NC(=CN3)C)S1)N)C=C2)Cl N-(4-(3,8-diazabicyclo[3.2.1]octan-3-yl)-3-chlorophenethyl)-7-amino-3-methylthieno[2,3-b]pyrazine-6-carboxamide